(R)-N-(1-(4-chlorophenyl)-2,2,2-trifluoroethyl)-[1,2,5]thiadiazolo[3,4-b]pyridine-6-sulfonamide ClC1=CC=C(C=C1)[C@H](C(F)(F)F)NS(=O)(=O)C1=CC=2C(N=C1)=NSN2